FC1(C[C@H](NC1)C(=O)O)F l-4,4-difluoroproline